3'-cyclopropyl-5'-(4-fluorophenyl)-N-(5-(6-methyl-3,6-diazabicyclo[3.1.1]heptan-3-yl)pyridin-2-yl)-1H,3'H-[2,4'-biimidazole]-4-carboxamide C1(CC1)N1C=NC(=C1C=1NC=C(N1)C(=O)NC1=NC=C(C=C1)N1CC2N(C(C1)C2)C)C2=CC=C(C=C2)F